3-{[(ethylimino)methylidene]amino}-N,N-dimethylpropan-1-amine hydrochloride Cl.C(C)N=C=NCCCN(C)C